3-FLUORO-1H-PYRROLO[2,3-B]PYRIDIN-5-YLBORONIC ACID FC1=CNC2=NC=C(C=C21)B(O)O